C(C)OC(=O)C=1N=CC=2CN(CCC2C1)C1=CC(=C(C=C1)F)Cl 7-(3-chloro-4-fluorophenyl)-5,6,7,8-tetrahydro-2,7-naphthyridine-3-carboxylic acid ethyl ester